2,5-piperazinedione N1C(CNC(C1)=O)=O